FC=1C=NN(C1)CCCC1=CC=C(N1C(C)C)C(=O)NC=1C=C(C=CC1C(F)(F)F)CC(=O)O {3-[({5-[3-(4-fluoro-1H-pyrazole-1-yl)propyl]-1-isopropyl-1H-pyrrole-2-yl}carbonyl)amino]-4-(Trifluoromethyl)phenyl}acetic acid